O=C1N(CCC12CNC1=C(O2)N=C(C=C1)C1=CC=CC=C1)C#N Oxo-6-phenyl-1,2-dihydrospiro[pyrido[2,3-b][1,4]oxazine-3,3'-pyrrolidine]-1'-carbonitrile